NC1=C(C(=O)[O-])C=CC(=C1)N.[Na+] sodium 2,4-diaminobenzoate